(E,E)-11,13-hexadecadienol C(CCCCCCCCC\C=C\C=C\CC)O